C1=CC(=C(C(=C1)Cl)N2C(=O)C=CC2=O)Cl N-(2,6-dichlorophenyl)maleimide